[N+](=O)([O-])C=1C=NN(C1C)C1CCS(CC1)=O 4-(4-nitro-5-methyl-1H-pyrazol-1-yl)tetrahydro-2H-thiopyran 1-oxide